3-[2-(methylsulfanyl)-5-[2-(triisopropylsilyl)ethynyl]pyrido[2,3-d]pyrimidin-7-yl]-1,3-oxazolidin-2-one CSC=1N=CC2=C(N1)N=C(C=C2C#C[Si](C(C)C)(C(C)C)C(C)C)N2C(OCC2)=O